N,N'-bis(2,6-dimethylphenyl)thiourea CC1=C(C(=CC=C1)C)NC(=S)NC1=C(C=CC=C1C)C